5-(1-(tert-butoxycarbonyl)piperidin-4-yl)-3-methyl-1H-indole-1-carboxylic acid tert-butyl ester C(C)(C)(C)OC(=O)N1C=C(C2=CC(=CC=C12)C1CCN(CC1)C(=O)OC(C)(C)C)C